3-(5-(((3R,5R)-1-isopropyl-5-methylpiperidin-3-yl)oxy)-1-oxoisoindolin-2-yl)piperidine-2,6-dione Formate Salt C(=O)O.C(C)(C)N1C[C@@H](C[C@H](C1)C)OC=1C=C2CN(C(C2=CC1)=O)C1C(NC(CC1)=O)=O